C1(=CC=CC=C1)/C=C/COC=1C=C(C=CC1)B(O)O (3-([(2E)-3-PHENYLPROP-2-EN-1-YL]OXY)PHENYL)BORANEDIOL